OC1=CC=C2CCC(NC2=C1)=O 7-hydroxy-1,2,3,4-tetrahydroquinolin-2-one